OC(C)C1=CC2=C(O1)C(C1=CC=CC=C1C2=O)=O mono-(1-hydroxyethyl)-naphtho[2,3-b]furan-4,9-dione